7-chloro-1-(1-(3-(7-chloro-4-(dimethylamino)-2-oxoquinazolin-1(2H)-yl)phenyl)pyrrolidin-3-yl)-4-(dimethylamino)quinazolin-2(1H)-one ClC1=CC=C2C(=NC(N(C2=C1)C1CN(CC1)C1=CC(=CC=C1)N1C(N=C(C2=CC=C(C=C12)Cl)N(C)C)=O)=O)N(C)C